12-methyl-2-ethoxy-tetradecanol CC(CCCCCCCCCC(CO)OCC)CC